FC(OC12C(C=CC=C1)(C1=CC=CC=C1)S2)(F)F trifluoromethoxybiphenyl sulfide